tert-butyl N-[1-[[3-[4-[4-[6-chloro-4-(trifluoromethyl)-2-pyridyl]piperazin-1-yl]sulfonylphenyl]-2-oxo-oxazolidin-5-yl]methyl]azetidin-3-yl]carbamate ClC1=CC(=CC(=N1)N1CCN(CC1)S(=O)(=O)C1=CC=C(C=C1)N1C(OC(C1)CN1CC(C1)NC(OC(C)(C)C)=O)=O)C(F)(F)F